((1R,3R)-3-(4-(2-methyl-4-(trifluoromethyl)-1H-pyrrolo[2,3-c]pyridin-7-yl)piperazine-1-carbonyl)cyclobutyl)carbamic acid tert-butyl ester C(C)(C)(C)OC(NC1CC(C1)C(=O)N1CCN(CC1)C=1N=CC(=C2C1NC(=C2)C)C(F)(F)F)=O